10-undecen-1-ol C(CCCCCCCCC=C)O